ClC=1C(=CC(=C(N)C1)F)C=1C=NC(=CC1)C(F)(F)F 5-Chloro-2-fluoro-4-(6-(trifluoromethyl)pyridin-3-yl)aniline